FC=1C=C(C=C(C1)F)S(=O)(=O)N1C[C@]2(CC3=C(C=C2CC1)N(N=C3)C3=CC=C(C=C3)F)C(=O)C3=NC=CC(=C3)OC (R)-(6-((3,5-difluorophenyl)sulfonyl)-1-(4-fluorophenyl)-4,4a,5,6,7,8-hexahydro-1H-pyrazolo[3,4-g]isoquinolin-4a-yl)(4-methoxypyridin-2-yl)methanone